NC1=NC=NC=2N(C3=CC=C(C=C3C21)C(F)(F)F)CC(=O)N2[C@@H](C[C@H](C2)OC)C(=O)NC2=NC(=CC=C2)Br (2S,4R)-1-(2-(4-amino-6-(trifluoromethyl)-9H-pyrimido[4,5-b]indol-9-yl)acetyl)-N-(6-bromopyridin-2-yl)-4-methoxypyrrolidine-2-carboxamide